(6-hydroxy-8-oxo-2',3',5',6'-tetrahydro-8H-spiro[indolizin-5,4'-pyran]-7-carbonyl)glycine OC1=C(C(C2=CC=CN2C12CCOCC2)=O)C(=O)NCC(=O)O